6,6-Difluoro-2-(4-nitrophenyl)-2-azaspiro[3.3]heptane FC1(CC2(CN(C2)C2=CC=C(C=C2)[N+](=O)[O-])C1)F